isobutyl-6-methyl-2-phenyl-7H-pyrrolo[2,3-d]pyrimidin-4-amine C(C(C)C)C1=C(NC=2N=C(N=C(C21)N)C2=CC=CC=C2)C